CC(CNC(=O)C1=NNC2=CC=C(C=C12)C=1C=NC(=NC1)C)C N-(2-methylpropyl)-5-(2-methylpyrimidin-5-yl)indazole-3-carboxamide